(S)-1-ethyl-6-((4-((2-hydroxy-1-phenylethyl)amino)-5-(3-(2-hydroxypropan-2-yl)-1,2,4-oxadiazol-5-yl)pyridin-2-yl)amino)-1,2-dihydro-3H-pyrazolo[3,4-b]pyridin-3-one C(C)N1NC(C=2C1=NC(=CC2)NC2=NC=C(C(=C2)N[C@H](CO)C2=CC=CC=C2)C2=NC(=NO2)C(C)(C)O)=O